C(C)OC(C[C@H](NC(=O)NC=1C(N(C=CC1O)C)=O)C1=CC(=CC=C1)N1N=CC=C1)=O.C(=C)N1C(CCC1)=O vinyl-pyrrolidone ethyl-(S)-3-(3-(1H-pyrazol-1-yl)phenyl)-3-(3-(4-hydroxy-1-methyl-2-oxo-1,2-dihydropyridin-3-yl)ureido)propanoate